4-hydroxy-7-methyl-3-(N-ethylaminoethyl)indole ethyl-6-chloro-4-[(2,2,2-trichloroacetyl)carbamoylamino]-5-(2,2,2-trifluoroethoxy)pyridine-3-carboxylate C(C)OC(=O)C=1C=NC(=C(C1NC(NC(C(Cl)(Cl)Cl)=O)=O)OCC(F)(F)F)Cl.OC1=C2C(=CNC2=C(C=C1)C)CCNCC